5-phenyl-2,4-pentanedione C1(=CC=CC=C1)CC(CC(C)=O)=O